methyl 6-chlorosulfonyl-3-((tetrahydro-2H-pyran-4-yl) methoxy)-2-picolinate ClS(=O)(=O)C1=CC=C(C(=N1)C(=O)OC)OCC1CCOCC1